C(C(=C)C)(=O)OC(C)(C1=CC=CC=C1)C1=CC=CC=C1 1,1-diphenylethyl methacrylate